C[Si](C)(C)CCC[Na] trimethylsilylpropyl-sodium